2-((3R)-3-amino-4,4-difluoro-1-piperidinyl)-1-(4-cyanobenzyl)-1H-benzoimidazole-6-carbonitrile N[C@@H]1CN(CCC1(F)F)C1=NC2=C(N1CC1=CC=C(C=C1)C#N)C=C(C=C2)C#N